COC1=CC=C(C=C1)C1=CC(=CC=C1)C(=O)O 4'-methoxy-3-biphenyl-carboxylic acid